BrC=1C=C(C=C2C(N(C(=NC12)[C@H]1COCC1)C1CC1)=O)F 8-bromo-3-cyclopropyl-6-fluoro-2-[(3S)-tetrahydrofuran-3-yl]quinazolin-4-one